6-(2-(3-(3-chloropyridin-2-yl)-5-cyclopropylisoxazol-4-yl)-7-azaspiro[3.5]non-1-en-7-yl)-N-(cyclopropylsulfonyl)-4-(difluoromethoxy)quinoline-2-carboxamide ClC=1C(=NC=CC1)C1=NOC(=C1C1=CC2(C1)CCN(CC2)C=2C=C1C(=CC(=NC1=CC2)C(=O)NS(=O)(=O)C2CC2)OC(F)F)C2CC2